(1r,2s)-5'-methoxy-2-{3-[(2-methoxy-5-methylpyridin-3-yl)amino]-1H-indazol-6-yl}spiro[cyclopropane-1,3'-indol]-2'(1'H)-one COC=1C=C2[C@]3(C(NC2=CC1)=O)[C@@H](C3)C3=CC=C1C(=NNC1=C3)NC=3C(=NC=C(C3)C)OC